IC=1C(=C(C(=O)O)C=CC1)C(NC(CSC)(C)C)=O 3-iodo-N-(1,1-dimethyl-2-methylthioethyl)o-carbamoylbenzoic acid